SCC1SCC(SC1)CS 2,5-bis(mercapto-methyl)-1,4-dithiane